ClC=1C(=C(C=CC1)N1CC=C2N1C(=CC=N2)C2=CC(=C(C=C2)OC)OC)C N-(3-chloro-2-methylphenyl)-7-(3,4-dimethoxyphenyl)pyrazolo[1,5-a]pyrimidine